FC1=CC2=C(CCO2)C(=C1)N1CCN(CC1)CCN1C(C(C(C2=CC=CC=C12)([2H])[2H])([2H])[2H])=O (2-(4-(6-fluoro-2,3-dihydrobenzofuran-4-yl)piperazin-1-yl)ethyl)-3,4-dihydroquinolin-2(1H)-one-3,3,4,4-d4